4-((1S,4S)-4-(1-(2-chloro-9H-purin-8-yl)ethyl)cyclohexyl)-6-fluoroquinoline ClC1=NC=C2N=C(NC2=N1)[C@@H](C)C1CCC(CC1)C1=CC=NC2=CC=C(C=C12)F